(1,2-cyclooctanediamine) dibromoacetate platinum (II) [Pt+2].BrC(C(=O)[O-])Br.C1(C(CCCCCC1)N)N.BrC(C(=O)[O-])Br